C(C)(C)(C)OC(NC=1C=NNC1)=O Tert-butyl-1H-pyrazol-4-ylcarbamate